4-(Bis(4-fluorophenyl)methyl)-1-(6-cyano-1-methyl-2-oxo-1,2-dihydro-1,5-naphthyridin-4-yl)-N-cyclopropylpiperazine-2-carboxamide FC1=CC=C(C=C1)C(N1CC(N(CC1)C1=CC(N(C2=CC=C(N=C12)C#N)C)=O)C(=O)NC1CC1)C1=CC=C(C=C1)F